FC1=CC(=CC2=C1C=C(O2)C(=O)OCC)N2C(CC2)CNC(=O)OC ethyl 4-fluoro-6-[2-{[(methoxycarbonyl)amino]methyl}azetidin-1-yl]-1-benzofuran-2-carboxylate